Phenoxypentafluorocyclotriphosphazene O(C1=CC=CC=C1)P1(=NP(=NP(=N1)(F)F)(F)F)F